3-chloro-4-(pyridin-3-yl)-1,2,5-thiadiazole ClC1=NSN=C1C=1C=NC=CC1